NC1=C(SC=2N=C(N=C(C21)C)C)C(=O)NC2CC=1C=CC(=NC1CC2)N2CC(C(C2)NC)CF 5-amino-N-{2-[3-(fluoromethyl)-4-(methylamino)pyrrolidin-1-yl]-5,6,7,8-tetrahydroquinolin-6-yl}-2,4-dimethylthieno[2,3-d]pyrimidine-6-carboxamide